(S)-ethyl 8-(2-amino-6-((R)-1-(4-(benzo[d]isothiazol-5-yl)phenyl)-2,2,2-trifluoroethoxy)pyrimidin-4-yl)-2,8-diazaspiro[4.5]decane-3-carboxylate NC1=NC(=CC(=N1)N1CCC2(C[C@H](NC2)C(=O)OCC)CC1)O[C@@H](C(F)(F)F)C1=CC=C(C=C1)C=1C=CC2=C(C=NS2)C1